NC1=CC=C(C=N1)OC=1C=C(C=CC1)NC(=O)NC1=CC(=C(C=C1)F)C(F)(F)F 1-(3-((6-aminopyridin-3-yl)oxy)phenyl)-3-(4-fluoro-3-trifluoromethylphenyl)urea